1-(1-piperidylsulfonyl)-3,6-dihydro-2H-pyridin N1(CCCCC1)S(=O)(=O)N1CCC=CC1